2-allyl-6-((2-methyl-2H-indazol-6-yl)amino)-1-(6-(piperidin-4-yloxy)pyridin-2-yl)-1,2-dihydro-3H-pyrazolo[3,4-d]pyrimidin-3-one C(C=C)N1N(C2=NC(=NC=C2C1=O)NC=1C=CC2=CN(N=C2C1)C)C1=NC(=CC=C1)OC1CCNCC1